3-nitropyridin [N+](=O)([O-])C=1C=NC=CC1